5-(hydroxymethyl)-2-oxabicyclo[3.1.1]heptane-1-carboxylic acid sodium salt [Na+].OCC12CCOC(C1)(C2)C(=O)[O-]